FC(C(=O)O)(C(C(C(C(F)(F)F)=O)(F)F)(F)F)F perfluoro-5-oxohexanoic acid